N-(1,3-benzodioxol-5-ylmethyl)-6-methyl-2-oxo-5-phenyl-1-[3-(trifluoromethyl)phenyl]-1,2-dihydropyridine-3-carboxamide O1COC2=C1C=CC(=C2)CNC(=O)C=2C(N(C(=C(C2)C2=CC=CC=C2)C)C2=CC(=CC=C2)C(F)(F)F)=O